diethanolamine oleate C(CCCCCCC\C=C/CCCCCCCC)(=O)O.N(CCO)CCO